dispiro[[1,3]dioxolane-2,1'-cyclohexane-4',9''-fluorene] C1=CC=CC=2C3=CC=CC=C3C3(C12)CCC1(CC3)OCCO1